(E)-N-((2-(2,6-dioxopiperidin-3-yl)-1-oxoisoindolin-5-yl)methyl)-2-(4-fluorophenyl)-2-(methoxyimino)acetamide O=C1NC(CCC1N1C(C2=CC=C(C=C2C1)CNC(/C(=N/OC)/C1=CC=C(C=C1)F)=O)=O)=O